tert-butyl (S)-10-((4-chloro-2-oxopyridin-1(2H)-yl)methyl)-7-azaspiro[4.5]decane-7-carboxylate ClC1=CC(N(C=C1)C[C@H]1CCN(CC12CCCC2)C(=O)OC(C)(C)C)=O